CN1C2=C(C=3C=CC=CC13)C=NNC2=O 5-methyl-3H-pyridazino[4,5-b]indol-4(5H)-one